(E)-4-(5-acetamido-2-chloro-3-fluorophenyl)but-3-enoic acid C(C)(=O)NC=1C=C(C(=C(C1)/C=C/CC(=O)O)Cl)F